C1CCC12CCCC2 (3R)-spiro[3.4]octan